COC=1N=CC2=CC=CC(=C2C1)Br 3-methoxy-5-bromoisoquinoline